BrC=1C=C2C(NC(N(C2=CC1OC(F)(F)F)C1=C(C=CC=C1)C)=O)=O 6-Bromo-1-(o-tolyl)-7-(trifluoromethoxy)quinazoline-2,4(1H,3H)-dione